[I-].C(C)[N+]1=CC=CC2=CC(=CC=C12)C=NNC(=O)C1=NC2=C3N=C(C=CC3=CC=C2C=C1)C(=O)NN=CC=1C=C2C=CC=[N+](C2=CC1)CC.[I-] N'2,N'9-Bis[(1-ethylquinolinium-6-yl)methylene]-1,10-phenanthroline-2,9-dicarbohydrazide iodide